2-fluoro-3-(trifluoromethyl)pyridine FC1=NC=CC=C1C(F)(F)F